(trans-4-(9-(furan-2-yl)-2,4-dimethyl-5-oxo-5,6,7,8-tetrahydro-[1,3]dioxolo[4,5-g]isoquinolin-2-yl) cyclohexyl) carbamate C(N)(O[C@@H]1CC[C@H](CC1)C1(OC=2C(=C(C=3CCNC(C3C2C)=O)C=2OC=CC2)O1)C)=O